FC1([C@@H]2C[C@H](C[C@H](C1)N2C(=O)OC(C)(C)C)N(C)C=2N=NC(=CC2)C2=C(C=C(C=C2)C=2C=NN(C2)C)OCOC)F tert-butyl (1R,3S,5S)-6,6-difluoro-3-((6-(2-(methoxymethoxy)-4-(1-methyl-1H-pyrazol-4-yl)phenyl)pyridazin-3-yl)(methyl)amino)-8-azabicyclo[3.2.1]octane-8-carboxylate